[4-(8-[(5-chloro-6-fluoro-1H-indazol-4-yl)oxy]-2-{[(2S)-1-methylpyrrolidin-2-yl]methoxy}pyrido[3,4-d]pyrimidin-4-yl)piperazin-1-yl]prop-2-en-1-one ClC=1C(=C2C=NNC2=CC1F)OC1=NC=CC2=C1N=C(N=C2N2CCN(CC2)C(C=C)=O)OC[C@H]2N(CCC2)C